N-[(1S)-1-[3-[2-(bromomethyl)-4-pyridinyl]-1,2,4-oxadiazol-5-yl]ethyl]-2-methyl-5-(trifluoromethyl)pyrazole-3-carboxamide BrCC1=NC=CC(=C1)C1=NOC(=N1)[C@H](C)NC(=O)C=1N(N=C(C1)C(F)(F)F)C